C(C)P(O)(=O)O ethanephosphonic acid